2-bromo-5-(5-chloro-1-methyl-2-oxo-3-pyridinyl)-4-(4-chlorophenyl)-3-isopropyl-4H-pyrrolo[3,4-d]Imidazol-6-one BrC=1N(C2=C(N1)C(N(C2C2=CC=C(C=C2)Cl)C=2C(N(C=C(C2)Cl)C)=O)=O)C(C)C